C[C@H](C(=O)ONC(OCC(Cl)(Cl)Cl)=O)\C=C\CC 2,2,2-Trichloroethyl (S,E)-((2-methylhex-3-enoyl)oxy)carbamate